tert-butyl 3-((2-(2,6-dioxopiperidin-3-yl)-1-oxoisoindolin-5-yl) (hydroxy) methyl)-3-hydroxyazetidine-1-carboxylate O=C1NC(CCC1N1C(C2=CC=C(C=C2C1)C(C1(CN(C1)C(=O)OC(C)(C)C)O)O)=O)=O